FC(C(=O)[O-])C(=O)O.B(O)(F)F.[Li+] lithium difluoroborate fluoromalonate